4-fluoro-1-[2-(4-fluoro-1H-indol-1-yl)acetyl]-N-{phenyl[4-(propan-2-yl)phenyl]methyl}pyrrolidine-2-carboxamide FC1CC(N(C1)C(CN1C=CC2=C(C=CC=C12)F)=O)C(=O)NC(C1=CC=C(C=C1)C(C)C)C1=CC=CC=C1